ClC=1C(=NC(=CN1)CCCO)N1CCC(CC1)C(=O)OCC Ethyl 1-(3-chloro-6-(3-hydroxypropyl)pyrazin-2-yl)piperidine-4-carboxylate